Cl.C(C)(=O)N[C@@H](CS)C(=O)O N-Acetylcysteine, Hydrochloride